ClC1=C(C=C(C=C1)Cl)C1=NC(=NC=C1)C(=O)NC1=C(C=C(C=C1C)CC(=O)OC)C methyl 2-(4-(4-(2,5-dichlorophenyl)pyrimidine-2-carboxamido)-3,5-dimethylphenyl)acetate